BrC1=CC=C(C=C1)C(C(=O)OC)C(=O)N(C)C methyl 2-(4-bromophenyl)-3-(dimethylamino)-3-oxopropanoate